methyl 2,4,6-tri-O-benzyl-3-deoxy-3-[4-(3,4,5-trifluorophenyl)-1,3,4-oxadiazol-2-yl]-α-D-galactopyranoside C(C1=CC=CC=C1)O[C@H]1[C@@H](OC)O[C@@H]([C@@H]([C@@H]1C=1OCN(N1)C1=CC(=C(C(=C1)F)F)F)OCC1=CC=CC=C1)COCC1=CC=CC=C1